(R)-3-Cyclopropyl-5-[[6-[3-(difluoromethyl)-4-fluoro-phenyl]pyrazolo[4,3-b]pyridin-1-yl]methyl]oxazolidin-2-one C1(CC1)N1C(O[C@H](C1)CN1N=CC2=NC=C(C=C21)C2=CC(=C(C=C2)F)C(F)F)=O